FC(C(=O)O)(F)F.C(C)(=O)N[C@@H]1CN(CCC1)C=1C(=CC(=C2C=NNC12)Cl)C(C)NC(=O)C=1C(=NN2C1N=CC=C2)N N-(1-(7-((S)-3-Acetamidopiperidin-1-yl)-4-chloro-1H-indazol-6-yl)ethyl)-2-aminopyrazolo[1,5-a]pyrimidine-3-carboxamide trifluoroacetate